4-Amino-1-(4-aminophenyl)-7-cyclopropenyl-2-oxo-1,2-dihydroquinoline-3-carboxylic acid methyl ester COC(=O)C=1C(N(C2=CC(=CC=C2C1N)C1=CC1)C1=CC=C(C=C1)N)=O